FC=1C=2N(C=C(C1)NC(=O)C=1C=NC(=NC1)N1C[C@H](CC1)NC)C=C(N2)C (S)-N-(8-fluoro-2-methylimidazo[1,2-a]pyridin-6-yl)-2-(3-(methylamino)pyrrolidin-1-yl)pyrimidine-5-carboxamide